ClC1=NC(=C2N=CN(C2=N1)CC)Cl 2,6-Dichloro-9-ethyl-9H-purine